(2S,4R)-N-(6-bromo-4-(trifluoromethyl)pyridin-2-yl)-4-fluoropyrrolidine-2-carboxamide BrC1=CC(=CC(=N1)NC(=O)[C@H]1NC[C@@H](C1)F)C(F)(F)F